C12(CC(C1)C2)C2=CC=C1C=C(C(NC1=C2F)=O)C(=O)O 7-(bicyclo[1.1.1]pentan-1-yl)-8-fluoro-2-oxo-1,2-dihydroquinoline-3-carboxylic acid